FC=1C=CC2=C(C=C(CO2)C(=O)N(CC2=CC=C(C=C2)N2CCN(CC2)C)C)C1 6-fluoro-N-methyl-N-(4-(4-methylpiperazin-1-yl)benzyl)-2H-benzopyran-3-carboxamide